tricyclodecandimethanol diacrylate C(C=C)(=O)O.C(C=C)(=O)O.C1(CCCCCCCCC1)(CO)CO.C1(CCCCCCCCC1)(CO)CO.C1(CCCCCCCCC1)(CO)CO